CN1N=CC(=C1)NC1=NN2C(C=N1)=C(C=C2)C=2C=CC=1N(C2)C(=CN1)C(=O)N1CCCC1 (6-(2-((1-methyl-1H-pyrazol-4-yl)amino)pyrrolo[2,1-f][1,2,4]triazin-5-yl)imidazo[1,2-a]pyridin-3-yl)(pyrrolidin-1-yl)methanone